C(C1=CC=CC=C1)N(CCS(=O)(=O)NC(CNC(OC(C)(C)C)=O)=O)C=1SC(=C(N1)C1=CC(=C(C=C1)Cl)Cl)CC(C)C tert-butyl 2-(2-(benzyl (4-(3,4-dichlorophenyl)-5-isobutylthiazol-2-yl) amino) ethylsulphonamido)-2-oxoethylcarbamate